N'-acetyl-4-amino-N',1-dimethyl-N-[[4-[1-(trifluoromethyl)pyrazol-4-yl]phenyl]methyl]pyrazolo[4,3-c]quinoline-8-carbohydrazide C(C)(=O)N(N(C(=O)C1=CC=2C3=C(C(=NC2C=C1)N)C=NN3C)CC3=CC=C(C=C3)C=3C=NN(C3)C(F)(F)F)C